4-(4-fluorophenyl)-2,2-dimethylpent-4-enenitrile FC1=CC=C(C=C1)C(CC(C#N)(C)C)=C